vanadium-titanium fluorine tert-butyl 4-[4-[2-fluoro-3-methyl-4-(1-methylbenzimidazol-5-yl)oxy-anilino]pyrimido[5,4-d]pyrimidin-6-yl]sulfanylpiperidine-1-carboxylate FC1=C(NC=2C3=C(N=CN2)C=NC(=N3)SC3CCN(CC3)C(=O)OC(C)(C)C)C=CC(=C1C)OC1=CC3=C(N(C=N3)C)C=C1.[F].[Ti].[V]